C1(CC1)C1=NC=NC(=C1C1=NC=C(C(=N1)OCC1=CC=C(C=C1)C=1N(C=C(N1)C(F)(F)F)C)NCCOC)OC 2-(4-cyclopropyl-6-methoxy-pyrimidin-5-yl)-N-(2-methoxyethyl)-4-[[4-[1-methyl-4-(trifluoromethyl)imidazol-2-yl]phenyl]methoxy]pyrimidin-5-amine